(S)-N-(3-fluoro-4-((3-((3,3,3-trifluoro-2-hydroxypropyl)amino)-1H-pyrazolo[3,4-b]pyridin-4-yl)oxy)phenyl)-2-(4-fluorophenyl)-3-oxo-2,3-dihydropyridazine-4-carboxamide FC=1C=C(C=CC1OC1=C2C(=NC=C1)NN=C2NC[C@@H](C(F)(F)F)O)NC(=O)C=2C(N(N=CC2)C2=CC=C(C=C2)F)=O